NC1=C(C(=C(C=2C(C3=CC=CC=C3C(C12)=O)=O)N)Cl)Cl 1,4-diamino-2,3-dichloro-anthraquinone